C(C)OB1OC(C2=C1C=CC(=C2)NC2=NC=C(C(=N2)N[C@H](CO)C2=CC=CC=C2)C=2OC(=NN2)F)(C)C (S)-2-((2-((1-ethoxy-3,3-dimethyl-1,3-dihydrobenzo[c][1,2]oxaborol-5-yl)amino)-5-(5-fluoro-1,3,4-oxadiazol-2-yl)pyrimidin-4-yl)amino)-2-phenylethan-1-ol